C(C)(C)(C)OC(=O)N1C(=CC=C1)C1=CC=C(C=C1)C(=O)OC.C(C)(C)OC(=O)OC1=CC=C(C2=CC=CC=C12)OC(=O)OC(C)C 1,4-bis(isopropoxycarbonyloxy)naphthalene tert-Butyl-2-(4-(methoxycarbonyl)phenyl)-1H-pyrrole-1-carboxylate